OC1CC(N(CC1)C(=O)OC(C)(C)C)(C)C tert-butyl 4-hydroxy-2,2-dimethyl-piperidine-1-carboxylate